2-oxabicyclo[2.1.1]hexan C12OCC(C1)C2